2,6-bis(hydroxymethyl)naphthalene OCC1=CC2=CC=C(C=C2C=C1)CO